N1C=CC2=CC=C(C=C12)C=1N=C(C=2N(C1)N=CN2)NC2=CC=C(C=C2)N2CCN(CC2)C2COC2 6-(1H-indol-6-yl)-N-(4-(4-(oxetan-3-yl)piperazin-1-yl)phenyl)-[1,2,4]triazolo[1,5-a]pyrazin-8-amine